OC=1C(=C(C2=C(CCC(O2)(C)COCC2=CC(=NO2)CCC2=CC(=C(C=C2)O)O)C1C)C)C 5-{[(3,4-Dihydro-6-hydroxy-2,5,7,8-tetramethyl-2H-1-benzopyran-2-yl)methoxy]-methyl}-3-(3,4-dihydroxyphenethyl)-isoxazole